ClC=1C=C(C=CC1Cl)CC(=O)N([C@H](CN1CCCC1)C(C)C)C 2-(3,4-dichlorophenyl)-N-methyl-N-[(1S)-1-(1-methylethyl)-2-(1-pyrrolidinyl)-ethyl]acetamide